(S)-3-(4-(4-(3-((2-(1-hydroxyethyl)-1H-imidazol-1-yl)methyl)isoxazol-5-yl)phenyl)but-3-yn-1-yl)imidazolidine-2,4-dione O[C@@H](C)C=1N(C=CN1)CC1=NOC(=C1)C1=CC=C(C=C1)C#CCCN1C(NCC1=O)=O